C(#N)C1=C(C=NN1C1=CC=C(CNC(C2=C(C=CC(=C2)F)OC)=O)C=C1)[N+](=O)[O-] N-(4-(5-cyano-4-nitro-1H-pyrazol-1-yl)benzyl)-5-fluoro-2-methoxybenzamide